Cl.FC(C1=NC=CC(=C1)C1=NC(=C(C=C1)OC[C@](CC(C)C)(N)C)C(F)F)F (S)-1-((2',6-bis(difluoromethyl)-[2,4'-bipyridyl]-5-yl)oxy)-2,4-dimethylpentan-2-amine hydrochloride